CN1C2=NC(=NC(=C2N=C1)C1=CC=C(C=C1)OC(F)(F)F)C1CN(C1)C(C=C)=O 1-[3-[9-Methyl-6-[4-(trifluoromethoxy)phenyl]purin-2-yl]azetidin-1-yl]prop-2-en-1-one